FC1=CC=C(C=C1)[C@](C)(N)C=1C=NC(=NC1)N1CCN(CC1)C1=NC=NN2C1=CC(=C2)C=2C=NN(C2)[C@@H]2COCC2 (S)-1-(4-fluorophenyl)-1-(2-(4-(6-(1-((S)-tetrahydrofuran-3-yl)-1H-pyrazol-4-yl)pyrrolo[2,1-f][1,2,4]triazin-4-yl)piperazin-1-yl)pyrimidin-5-yl)ethanamine